C(#N)C1=CC=2N(N=C1)C(=CC2)C2=CC(=C(C=N2)C2=NN=C(S2)N2C[C@H]1CC[C@@H](C2)C1NS(=O)(=O)C)NC(C)C N-((1R,5S,8s)-3-(5-(6-(3-cyanopyrrolo[1,2-b]pyridazin-7-yl)-4-(isopropylamino)pyridin-3-yl)-1,3,4-thiadiazol-2-yl)-3-azabicyclo[3.2.1]oct-8-yl)methanesulfonamide